S1C(=NC2=C1C=CC=C2)SCCCC(C(=O)OC)(C)C methyl 5-(benzo[d]thiazol-2-ylthio)-2,2-dimethylpentanoate